triisobutoxy(2-isopropenylphenyl)silane C(C(C)C)O[Si](C1=C(C=CC=C1)C(=C)C)(OCC(C)C)OCC(C)C